3-(4-(2-chloro-3-fluorophenyl)piperidine-1-carbonyl)-1,4,5,7-tetrahydro-6H-pyrazolo[3,4-c]pyridine-6-carbonitrile ClC1=C(C=CC=C1F)C1CCN(CC1)C(=O)C1=NNC=2CN(CCC21)C#N